1-methyl-4-(4-n-hexyl-phenyl)quinoline iodonium salt [IH2+].CN1CC=C(C2=CC=CC=C12)C1=CC=C(C=C1)CCCCCC